2,3-dimethyl-6-[rac-(2R,4S)-2-(6-oxo-1H-pyridin-3-yl)tetrahydropyran-4-yl]-8-[3-(trifluoromethyl)-1-bicyclo[1.1.1]pentanyl]pyrimido[5,4-d]pyrimidin-4-one CC=1N(C(C2=C(N1)C(=NC(=N2)[C@@H]2C[C@@H](OCC2)C2=CNC(C=C2)=O)C21CC(C2)(C1)C(F)(F)F)=O)C |r|